6-ethynylpurine C(#C)C1=C2NC=NC2=NC=N1